2,3-dimethyl-benzylthioether CC1=C(CSCC2=C(C(=CC=C2)C)C)C=CC=C1C